di-t-butyl-(4-dimethylaminophenyl)phosphine tert-butyl-2-(4-hydroxyphenyl)-6-methyl-3-oxo-1-({[2-(pyridazin-3-yl)phenyl]methyl}carbamoyl)-5H,6H,8H-imidazo[1,5-a]pyrazine-7-carboxylate C(C)(C)(C)OC(=O)N1CC=2N(CC1C)C(N(C2C(NCC2=C(C=CC=C2)C=2N=NC=CC2)=O)C2=CC=C(C=C2)O)=O.C(C)(C)(C)P(C2=CC=C(C=C2)N(C)C)C(C)(C)C